OCCN1CCN(CC1)CCNC=C1C(CC(C(C1=O)C)C1=CC=CC=C1)=O 2-(((2-(4-(2-hydroxyethyl)piperazin-1-yl)ethyl)amino)methylene)-4-methyl-5-phenylcyclohexane-1,3-dione